ClC=1C=C(C=C(C1)NS(=O)(=O)C)NC(=O)C=1SC(=C(C1)C1=NC=C(C=N1)F)C1CC1 N-(3-chloro-5-(methylsulfonamido)phenyl)-5-cyclopropyl-4-(5-fluoropyrimidin-2-yl)thiophene-2-carboxamide